CC(C)\C=C/C\C=C/C\C=C/CCCO[C@H]1OCCCC1 (2R,3Z,6Z,9Z)-2-methyl-13-((tetrahydro-2H-pyran-2-yl)oxy)trideca-3,6,9-trien